1-(3-aminopropyl)-1H-pyrazole-4-carboxylic acid ethyl ester C(C)OC(=O)C=1C=NN(C1)CCCN